4'-amino-3-fluoro-5-(1-isobutyrylpiperidin-4-yl)-[1,1'-biphenyl]-2-carbonitrile NC1=CC=C(C=C1)C=1C(=C(C=C(C1)C1CCN(CC1)C(C(C)C)=O)F)C#N